ClC1=CC=2C=3C=CC(=CC3N(C(N(C2N=C1)CC)=O)C1=C(C=C(C=C1F)NCCNCCO)F)Cl 4,13-dichloro-10-[2,6-difluoro-4-({2-[(2-hydroxyethyl)amino]ethyl}amino)phenyl]-8-ethyl-6,8,10-triazatricyclo[9.4.0.02,7]pentadeca-1(11),2(7),3,5,12,14-hexaen-9-one